(Z)-2-methyl-4-(pent-1-en-1-yl)benzoic acid CC1=C(C(=O)O)C=CC(=C1)\C=C/CCC